7-chloro-4-[3-fluoro-5-iodo-N-(2,2,2-trifluoroethyl)anilino]-1H-quinazolin-2-one ClC1=CC=C2C(=NC(NC2=C1)=O)N(C1=CC(=CC(=C1)I)F)CC(F)(F)F